1-(2,6-difluorobenzyl)-1H-1,2,3-triazole FC1=C(CN2N=NC=C2)C(=CC=C1)F